(1S,3R)-3-(((S)-13-amino-7-benzyl-3,6,9,12-tetraoxo-2,5,8,11-tetraazatridecyl)oxy)cyclobutene-1-carboxylic acid NCC(NCC(N[C@H](C(NCC(NCO[C@H]1C=C(C1)C(=O)O)=O)=O)CC1=CC=CC=C1)=O)=O